BrC1=CC(=C(C=C1)N[C@H]1CN(CC1)C(=O)OC(C)(C)C)[N+](=O)[O-] (R)-t-butyl 3-((4-bromo-2-nitrophenyl)amino)pyrrolidine-1-carboxylate